methyl (5R)-5-methyl-1-oxido-5,7-dihydrofuro[3,4-b]pyridin-1-ium-3-carboxylate C[C@H]1OCC2=[N+](C=C(C=C21)C(=O)OC)[O-]